BrC=1C(=NC(=NC1)NC1=C(C=C(C(=C1)OC)N1CCC(CC1)N1CCOCC1)C)NC1=C(C=C(C=C1)F)C(C)(C)O 2-(2-((5-Bromo-2-((5-methoxy-2-methyl-4-(4-morpholinopiperidin-1-yl)phenyl)amino)pyrimidine-4-yl)amino)-5-fluorophenyl)propan-2-ol